3-[4-[Methyl-[2-(methylamino)ethyl]carbamoyl]phenyl]-1-sulfamoyl-pyrrole CN(C(=O)C1=CC=C(C=C1)C1=CN(C=C1)S(N)(=O)=O)CCNC